1-(1-(2-bromo-3-fluoro-5-methoxy-4-nitrophenyl)piperidin-4-yl)-4-methylpiperazine BrC1=C(C=C(C(=C1F)[N+](=O)[O-])OC)N1CCC(CC1)N1CCN(CC1)C